tert-butyl (trans-4-((4-bromophenyl)sulfonyl)cyclohexyl)carbamate BrC1=CC=C(C=C1)S(=O)(=O)[C@@H]1CC[C@H](CC1)NC(OC(C)(C)C)=O